CC1=NC(=NO1)CO (5-methyl-1,2,4-oxadiazol-3-yl)methanol